4-((4-((4-((2H-tetrazol-5-yl)methyl)piperidin-1-yl)methyl)phenyl)amino)-2-(4-(2-isocyanoacetyl)piperazin-1-yl)pyrimido[4,5-d]pyridazin-5(6H)-one N=1NN=NC1CC1CCN(CC1)CC1=CC=C(C=C1)NC1=NC(=NC=2C=NNC(C21)=O)N2CCN(CC2)C(C[N+]#[C-])=O